FC1=CC=C(C=C1)N1C(CC(C1)C(=O)OC)=O Methyl 1-(4-fluorophenyl)-2-oxoazacyclopentane-4-carboxylate